C=[NH+][O-] N-methylenamine N-oxide